6,6'-di-t-butyl-4,4'-butylidenebis-m-cresol C(C)(C)(C)C=1C=C(C(=CC1O)C)C(CCC)C=1C(=CC(=C(C1)C(C)(C)C)O)C